Cl.C1(=CC=CC=C1)[C@@H]1[C@H](C1)NC(=O)[C@@H]1CNC[C@H]1C(=O)N[C@@H]1[C@H](C1)C1=CC=CC=C1 (3S,4S)-N3,N4-Bis((1S,2R)-2-phenylcyclopropyl)-pyrrolidine-3,4-dicarboxamide hydrochloride